FC=1C=C2C=C(N(C2=CC1F)C)C(=O)O 5,6-difluoro-1-methyl-1H-indole-2-carboxylic acid